N1(C=NC2=C1C=CC=C2)C=2[C@]1(C)[C@@H](CC2)[C@@H]2CC=C3C[C@H](CC[C@]3(C)[C@H]2CC1)O (3β)-17-(1H-benzimidazol-1-yl)androsta-5,16-dien-3-ol